ClC=1C(=CC(=C(C1)N(C(=O)[C@H]1CC=2C=NC(=CC2N1C1=NC(=CC(=C1)C(F)(F)F)C)OC)C)F)F (R)-N-(5-chloro-2,4-difluorophenyl)-6-methoxy-N-methyl-1-(6-methyl-4-(trifluoromethyl)pyridin-2-yl)-2,3-dihydro-1H-pyrrolo[3,2-c]pyridine-2-carboxamide